5-chloro-2-(3-t-butyl-2-hydroxy-5-methylphenyl)-2H-benzotriazole ClC1=CC=2C(=NN(N2)C2=C(C(=CC(=C2)C)C(C)(C)C)O)C=C1